O[C@@H]1CC[C@H](CC1)NC1=NC=C2NC(N(C2=N1)C1=C(C=CC=C1)OC)=O 2-(trans-4-Hydroxycyclohexylamino)-9-(2-methoxyphenyl)-8-oxo-8,9-dihydro-7H-purine